tert-butyl 5-(2-cyano-5-(((5-fluoro-2,3-dihydrobenzofuran-4-yl)methyl)amino)imidazo[1,2-c]pyrimidin-8-yl)picolinate C(#N)C=1N=C2N(C(=NC=C2C=2C=CC(=NC2)C(=O)OC(C)(C)C)NCC2=C(C=CC3=C2CCO3)F)C1